3-[(R)-Hydroxy-(5-pyrrolidin-1-yl-pyridin-3-yl)-(4-trifluoromethoxy-phenyl)-methyl]-3-methyl-azetidine-1-carboxylic acid tert-butyl ester C(C)(C)(C)OC(=O)N1CC(C1)(C)[C@](C1=CC=C(C=C1)OC(F)(F)F)(C=1C=NC=C(C1)N1CCCC1)O